3-amino-1-(4-bromo-3-fluoro-2-(trifluoromethyl)phenyl)pyrrolidin-2-one NC1C(N(CC1)C1=C(C(=C(C=C1)Br)F)C(F)(F)F)=O